4-nitrophenyl (2-(pyridin-2-yldisulfaneyl)ethyl) carbonate C(OC1=CC=C(C=C1)[N+](=O)[O-])(OCCSSC1=NC=CC=C1)=O